tert-butyl 2-(5-((3-(5-(4-methyl-6-((5-methyl-1H-pyrazol-3-yl) amino) pyrimidin-2-yl) pyridin-2-yl)-3,6-diazabicyclo[3.1.1]heptan-6-yl) methyl) pyridin-2-yl)-1H-pyrrole-1-carboxylate CC1=NC(=NC(=C1)NC1=NNC(=C1)C)C=1C=CC(=NC1)N1CC2N(C(C1)C2)CC=2C=CC(=NC2)C=2N(C=CC2)C(=O)OC(C)(C)C